CS(=O)(=O)OCC1=CC(=C(C(=C1)[N+](=O)[O-])OC)C1=NC=C(C=N1)F 3-(5-Fluoropyrimidin-2-yl)-4-methoxy-5-nitrobenzyl methanesulfonate